C(=O)O.O=C1NC(CCC1N1C(C2=CC=CC(=C2C1=O)NCCCCNC(=O)C1CC1)=O)=O N-(4-((2-(2,6-dioxopiperidin-3-yl)-1,3-dioxoisoindol-4-yl)amino)butyl)cyclopropane-1-carboxamide formate